(7-((5-(difluoromethyl)pyridin-2-yl)oxy)-2-azaspiro[3.5]non-2-yl)((1s,3s)-3-hydroxy-3-methylcyclobutyl)methanone FC(C=1C=CC(=NC1)OC1CCC2(CN(C2)C(=O)C2CC(C2)(C)O)CC1)F